C(C)OC=1C(=CC(=C(C1)C=1C=C(C=NC1)C=1CB(OC1)O)F)OC 4-(5-(5-ethoxy-2-fluoro-4-methoxyphenyl)pyridin-3-yl)-1,2-oxaborole-2-ol